ClC1=CC=C(C=C1)C1=CC=C(C=C1)C1=CC(=NC(=C1)C1=NC=CC=C1)C1=NC=CC=C1 4'-(4'-chloro-[1,1'-biphenyl]-4-yl)-2,2':6',2''-terpyridine